2-(4-hydroxytetrahydro-2H-pyran-4-yl)-N-methyl-N-(2-(tetrahydro-2H-pyran-4-yl)ethyl)acetamide OC1(CCOCC1)CC(=O)N(CCC1CCOCC1)C